8-chloro-N-(4-chlorophenyl)quinolin-2-amine ClC=1C=CC=C2C=CC(=NC12)NC1=CC=C(C=C1)Cl